phosphoacetaldehyde P(=O)(=O)CC=O